BrC1=C(C=C(C(=C1)F)F)[N+](=O)[O-] 1-bromo-4,5-difluoro-2-nitro-benzene